C1=CC=CC=2C=C(C=3NC=4C=CC5=C(C4C3C21)C=CC=C5)C=5C=C(C=C(C5)N(C5=CC=CC=C5)C5=CC=CC=C5)N(C5=CC=CC=C5)C5=CC=CC=C5 5-(7H-dibenzo[c,g]carbazol-6-yl)-N1,N1,N3,N3-tetraphenylbenzene-1,3-diamine